FC1=CC=C(C=2C3=C(NC12)C[C@H](NC3)C)C (R)-6-Fluoro-3,9-dimethyl-2,3,4,5-tetrahydro-1H-pyrido[4,3-b]indole